N-((2R,3S)-1-(2-methyl-pyrimidin-4-yl)-2-((((CIS)-4-phenylcyclohexyl)oxy)methyl)pyrrolidin-3-yl)methanesulfonamide CC1=NC=CC(=N1)N1[C@H]([C@H](CC1)NS(=O)(=O)C)CO[C@@H]1CC[C@@H](CC1)C1=CC=CC=C1